tert-Butyl 1-[3-[1,3-benzodioxol-5-yl(methyl) sulfamoyl]phenyl]-3-(trifluoromethyl)-6,7-dihydro-4H-pyrazolo[4,3-c]pyridine-5-carboxylate O1COC2=C1C=CC(=C2)N(S(=O)(=O)C=2C=C(C=CC2)N2N=C(C=1CN(CCC12)C(=O)OC(C)(C)C)C(F)(F)F)C